FC1=CC2=C(N=C(O2)N2CC3=CC=C(C(=C3C[C@H]2C(=O)OC)OCC2=NC=C(C=C2)OC)OC)C=C1 methyl (S)-2-(6-fluorobenzo[d]oxazol-2-yl)-6-methoxy-5-((5-methoxypyridin-2-yl)methoxy)-1,2,3,4-tetrahydroisoquinoline-3-carboxylate